γ-methacryloxypropyltris(2-methoxyethoxy)silane C(C(=C)C)(=O)OCCC[Si](OCCOC)(OCCOC)OCCOC